O1CC(=CC1)C1=NN2C(C(=CC3=C2C(CN3C(=O)OCC3=CC=CC=C3)(C)C)CC3=CC=C(C=C3)F)=N1 benzyl 2-(2,5-dihydrofuran-3-yl)-4-(4-fluorobenzyl)-8,8-dimethyl-7,8-dihydro-6H-pyrrolo[2,3-e][1,2,4]triazolo[1,5-a]pyridine-6-carboxylate